(2R,3R,4S)-pentane CCCCC